2-[3-(2-{5-[(7R)-7-amino-2-azabicyclo[2.2.1]heptane-2-carbonyl]-7-methoxy-1-methyl-1H-1,3-benzodiazol-2-yl}-1-(cyclopropylmethyl)-1H-pyrrolo[2,3-b]pyridin-6-yl)phenyl]acetamide N[C@H]1C2N(CC1CC2)C(=O)C2=CC1=C(N(C(=N1)C1=CC=3C(=NC(=CC3)C=3C=C(C=CC3)CC(=O)N)N1CC1CC1)C)C(=C2)OC